C(C)C(CO)(C(CCCCCCC)O)CCCCCCCC 2-ethyl-2-octyl-1,3-decanediol